4-chloro-N-(4-(trifluoromethyl)benzyl)pyridine-2-amine ClC1=CC(=NC=C1)NCC1=CC=C(C=C1)C(F)(F)F